FC1=C(COC=2C=CC3=C(C(=C(O3)C)C(=O)NC3(CCOCC3)CO)C2)C=CC=C1 5-((2-fluorobenzyl)oxy)-N-(4-(hydroxymethyl)tetrahydro-2H-pyran-4-yl)-2-methylbenzofuran-3-carboxamide